CN1N=C(C=C1)C=1C=C(C=CC1)C=1N=C(SC1)N 4-[3-(1-methylpyrazol-3-yl)phenyl]thiazol-2-amine